BrCC1=C(C=C(C(=C1)F)F)Cl 1-(bromomethyl)-2-chloro-4,5-difluoro-benzene